C(C)N1C(C2=C3C(C(=CC=C13)S(=O)(=O)NC1=C(C(=O)O)C=CC=C1)=CC=C2)=O 2-(1-ethyl-2-oxo-1,2-dihydrobenzo[cd]indole-6-sulfonamido)benzoic acid